((3aS,4R,6S,6aS)-6-(4-aminopyrrolo[2,1-f][1,2,4]triazin-7-yl)-4-cyano-2,2-dimethyltetrahydrofuro[3,4-d][1,3]dioxol-4-yl)methyl 4-methylbenzoate CC1=CC=C(C(=O)OC[C@]2(O[C@H]([C@@H]3OC(O[C@@H]32)(C)C)C3=CC=C2C(=NC=NN23)N)C#N)C=C1